OC1(CN(CCC1)C(=O)OC(C)(C)C)CCB1OC(C(O1)(C)C)(C)C tert-butyl 3-hydroxy-3-(2-(4,4,5,5-tetramethyl-1,3,2-dioxaborolan-2-yl) ethyl)piperidine-1-carboxylate